O.O[C@@](C)(CCCCCC)[C@H]1CC[C@H]2[C@@H]3C[C@@H]([C@H]4C[C@H](CC[C@@]4([C@H]3CC[C@]12C)C)O)O (3S,5S,6S,8R,9S,10R,13S,14S,17S)-17-((S)-2-hydroxyoctan-2-yl)-10,13-dimethylhexadecahydro-1H-cyclopenta[a]phenanthrene-3,6-diol, monohydrate